O[C@]1(C[C@@H]2[C@@H]([C@H]3CC[C@]4([C@H]([C@@H]3CC2)CC[C@@H]4[C@@H](CN4N=CC(=C4)C#N)C)C)CCC1)C 1-((S)-2-((1R,3aS,3bR,5aR,7R,10aS,10bR,12aS)-7-hydroxy-7,12a-dimethyloctadecahydrocyclohepta[a]cyclopenta[f]naphthalen-1-yl)propyl)-1H-pyrazole-4-carbonitrile